C1(=CC=CC=C1)C1=C(C2=C(C3=CC=CC=C3C(=C2C=C1)NC1=CC=C(C=C1)C(C)C)NC1=CC=C(C=C1)C(C)C)C1=CC=CC=C1 diphenyl-N,N'-bis(4-isopropylphenyl)anthracene-9,10-diamine